O[C@@H]1C[C@H](CCC1)C(=O)OC(C)C |r| isopropyl (+/-)-(1S,3S)-3-hydroxycyclohexylcarboxylate